(E)-3-(4,7-dimethoxybenzofuran-5-yl)-1-(3',4',5'-trimethoxyphenyl)-prop-2-en-1-one COC1=C(C=C(C2=C1C=CO2)OC)/C=C/C(=O)C2=CC(=C(C(=C2)OC)OC)OC